N-(2-pentyl)-3-(4-Boc-1-piperazinyl)-N-phenylpropionamide CC(CCC)N(C(CCN1CCN(CC1)C(=O)OC(C)(C)C)=O)C1=CC=CC=C1